FC1=C(C=CC(=C1)F)NC(=O)C=1C(=CC=2N(C1)C=C(N2)C2CCN(CC2)C(=O)OC(C)(C)C)OC(C)C tert-butyl 4-[6-[(2,4-difluorophenyl)carbamoyl]-7-isopropoxy-imidazo[1,2-a]pyridin-2-yl]piperidine-1-carboxylate